(S)-4-((2-Fluoropyridin-3-yl)methyl)-N-(7-(3-hydroxy-3-methylbut-1-yn-1-yl)-5-methyl-4-oxo-2,3,4,5-tetrahydrobenzo[b][1,4]oxazepin-3-yl)-1H-pyrazol-1-carboxamid FC1=NC=CC=C1CC=1C=NN(C1)C(=O)N[C@@H]1C(N(C2=C(OC1)C=CC(=C2)C#CC(C)(C)O)C)=O